FC=1C=C(C=C2C(N(CC12)[C@@H](C(NC=1SC=CN1)=O)C1=C2N(C=N1)C[C@@H](C2)F)=O)C2=CC=C(C=C2)N2CCN(CC2)C(=O)OC(C)(C)C |&1:10| tert-butyl 4-[4-[7-fluoro-2-[(1RS)-1-[(6R)-6-fluoro-6,7-dihydro-5H-pyrrolo[1,2-c]imidazol-1-yl]-2-oxo-2-(thiazol-2-ylamino)ethyl]-3-oxo-isoindolin-5-yl]phenyl]piperazine-1-carboxylate